3,5-Dimethyl-benzoic acid N-(1-tert-butyl-butyl)-N'-(3-methoxy-2-methyl-benzoyl)-hydrazide C(C)(C)(C)C(CCC)N(NC(C1=C(C(=CC=C1)OC)C)=O)C(C1=CC(=CC(=C1)C)C)=O